N6-[(2R)-2-amino-2-phenyl-ethyl]-1-methyl-N4-(1-methylcyclobutyl)pyrazolo[3,4-d]pyrimidine-4,6-diamine N[C@@H](CNC1=NC(=C2C(=N1)N(N=C2)C)NC2(CCC2)C)C2=CC=CC=C2